O1CC(=CC1)C1=CC=C2C3(CC=4C(=NOC4C2=C1)NS(=O)(=O)C1=C(C=CC=C1)OC)CC3 N-(8'-(2,5-dihydrofuran-3-yl)-4'H-spiro[cyclopropane-1,5'-naphtho[2,1-d]isoxazol]-3'-yl)-2-methoxybenzenesulfonamide